2-[[((2S)-1-tert-butoxycarbonylpyrrolidin-2-yl)methoxy]-7-(8-chloro-1-naphthyl)-6,8-dihydro-5H-pyrido[3,4-d]pyrimidin-4-yl]-2-(cyanomethyl)piperazine-1-carboxylate C(C)(C)(C)OC(=O)N1[C@@H](CCC1)COC=1N=C(C2=C(N1)CN(CC2)C2=CC=CC1=CC=CC(=C21)Cl)C2(N(CCNC2)C(=O)[O-])CC#N